1-(4-((4-((3,4-dichloro-2-fluorophenyl)amino)-7-methoxyquinazolin-6-yl)oxy)piperidin-1-yl)prop-2-en-1-one ClC=1C(=C(C=CC1Cl)NC1=NC=NC2=CC(=C(C=C12)OC1CCN(CC1)C(C=C)=O)OC)F